C1(=CC=CC=C1)C(N1CC(C1)(C(=O)O)O)C1=CC=CC=C1 1-(diphenylmethyl)-3-hydroxyazetidine-3-carboxylic acid